C(C)N1CCC(CC1)NC1=C2C(=NC=3C=C(C(=CC13)OC)C#N)CCC2 9-[(1-ethylpiperidin-4-yl)amino]-7-methoxy-1H,2H,3H-cyclopenta[b]quinoline-6-carbonitrile